CC(C(=O)N1C(CCCC1)C=1OC=C(N1)C1=CC=C(C=C1)C)CC 2-Methyl-1-(2-(4-(p-tolyl)oxazol-2-yl)piperidin-1-yl)butan-1-one